BrC1=C(C=NC=C1)OC[C@H]1N(CCC1)C(=O)OC(C)(C)C tert-butyl (2S)-2-{[(4-bromopyridin-3-yl)oxy]methyl}pyrrolidine-1-carboxylate